(3R,4R,5S)-4-acetamido-5-amino-3-(pentan-3-yloxy)cyclohex-1-ene-1-carboxylic acid ethyl ester phosphate P(=O)(O)(O)O.C(C)OC(=O)C1=C[C@H]([C@@H]([C@H](C1)N)NC(C)=O)OC(CC)CC